C[C@@H]1CN(C[C@@H](O1)CN1CCN(CC1)C1=CC(=CC=C1)C1CNCCO1)C1=C2C=CC=NC2=C(C=C1)C#N 5-[(2R,6S)-2-methyl-6-[[4-(3-morpholin-2-ylphenyl)piperazin-1-yl]methyl]-morpholin-4-yl]quinoline-8-carbonitrile